4-[1-[2-[3,5-bis(trifluoromethyl)pyrazol-1-yl]acetyl]-4-piperidinyl]-N-tetrahydronaphthalen-1-yl-tetrahydrobenzodiazepine-2-Carboxamide FC(C1=NN(C(=C1)C(F)(F)F)CC(=O)N1CCC(CC1)C1CN(NC2=C(C1)C=CC=C2)C(=O)NC2CCCC1=CC=CC=C21)(F)F